8-bromo-1-methoxy-6-methoxymethoxy-1,2,3,4-tetrahydronaphthalene BrC=1C=C(C=C2CCCC(C12)OC)OCOC